N-benzyl-quinoxalinone C(C1=CC=CC=C1)N1C(C=NC2=CC=CC=C12)=O